N-(3-chlorophenyl)phthalimide ClC=1C=C(C=CC1)N1C(C=2C(C1=O)=CC=CC2)=O